The molecule is an ammonium ion that is the conjugate acid of dopamine; major species at pH 7.3. It has a role as a human metabolite. It is a conjugate acid of a dopamine. C1=CC(=C(C=C1CC[NH3+])O)O